NC(CCC(=O)N1N=CC2=CC(=C(C=C12)C=1C=2C(=NN(C2C=CC1)CC(=O)NCC(=O)NCC(=O)OC)C)F)=O methyl (2-(1'-(4-amino-4-oxobutanoyl)-5'-fluoro-3-methyl-1H,1'H-[4,6'-biindazol]-1-yl)acetyl)glycylglycinate